(Z)-ethyl (3-phenyl-1,3-thiazepan-2-ylidene)carbamate C1(=CC=CC=C1)N1/C(/SCCCC1)=N/C(OCC)=O